(5-bromopyridin-2-yl)-1,3,4-thiadiazol-2-amine BrC=1C=CC(=NC1)C1=NN=C(S1)N